(7R,8aR)-2-(2,3-dichloro-6-hydroxyphenyl)-7-[(3-hydroxyazetidin-1-yl)methyl]-hexahydro-1H-indolizin-5-one ClC1=C(C(=CC=C1Cl)O)C1C[C@H]2C[C@H](CC(N2C1)=O)CN1CC(C1)O